OC=1C=C(C=CC1)C1=C(N=C(O1)C1=CC=C(C=C1)C(F)(F)F)C(=O)NCCC (3-hydroxyphenyl)-N-propyl-2-(4-(trifluoromethyl)phenyl)oxazole-4-carboxamide